benzonitrile formate salt C(=O)O.C(C1=CC=CC=C1)#N